N1=NS1 azo sulfide